ClC1=C(C(=CC=C1)Cl)/C=C/C(/C)=N/OCC1=C(C=CC=C1)/C(/C(=O)NC)=N/OC 2-{2-[(E)-3-(2,6-dichloro-phenyl)-1-methyl-prop-2-en-(E)-ylideneaminooxymethyl]-phenyl}-2-[(Z)-methoxyimino]-N-methyl-acetamide